(3-chloro-2-fluorobenzyl)-4-((3-fluoro-4-(3-hydroxyoxetan-3-yl)-6-((5-methyl-1H-pyrazol-3-yl)amino)pyridin-2-yl)methyl)piperidine-4-carboxylic acid ClC=1C(=C(CN2CCC(CC2)(C(=O)O)CC2=NC(=CC(=C2F)C2(COC2)O)NC2=NNC(=C2)C)C=CC1)F